N1=CC=C(C=C1)OC1CCN(CC1)C(=O)OC(C)(C)C tert-butyl 4-(pyridin-4-yloxy)piperidine-1-carboxylate